tert-butyl 8-bromo-6-hydroxy-3,4-dihydroisoquinoline-2(1H)-carboxylate BrC=1C=C(C=C2CCN(CC12)C(=O)OC(C)(C)C)O